C1(CC1)C1=NC2=CC(=C(C=C2C=C1)C1=CN=C(O1)[C@H](CCCCCC(CC)=O)NC(=O)[C@H]1CC12CCN(CC2)C)F (S)-N-((S)-1-(5-(2-Cyclopropyl-7-fluorochinolin-6-yl)oxazol-2-yl)-7-oxononyl)-6-methyl-6-azaspiro[2.5]octan-1-carboxamid